((1-((2,4-dichlorophenyl)sulfonyl)-3-(hydroxymethyl)azetidin-3-yl)methoxy)-2-ethoxybenzonitrile ClC1=C(C=CC(=C1)Cl)S(=O)(=O)N1CC(C1)(CO)COC=1C(=C(C#N)C=CC1)OCC